(5-(Benzo[d]thiazol-6-yl)-1-(6-methylpyridin-2-yl)-1H-pyrazol-3-yl)(methyl)carbamic acid S1C=NC2=C1C=C(C=C2)C2=CC(=NN2C2=NC(=CC=C2)C)N(C(O)=O)C